1h-Pyrimidine-4,6-Dione N1C=NC(CC1=O)=O